C(=O)O.NC1=CN=NC2=CC(=CC=C12)C=1C=CC(=C(C1)B(O)O)C(F)(F)F [5-(4-aminocinnolin-7-yl)-2-(trifluoromethyl)phenyl]boronic Acid Formic Acid Salt